(R)-1-(2-chloropyridin-3-yl)ethyl (4-(5-(2-(difluoromethyl) pyrimidine-5-carboxamido) pyridin-2-yl)-1-methyl-1H-1,2,3-triazol-5-yl)carbamate FC(C1=NC=C(C=N1)C(=O)NC=1C=CC(=NC1)C=1N=NN(C1NC(O[C@H](C)C=1C(=NC=CC1)Cl)=O)C)F